C(C)N(S(=O)(=O)C=1C=CC=2N(C1)C=CN2)C(C(F)(F)F)C2=CC=C(C=C2)F N-ethyl-N-(2,2,2-trifluoro-1-(4-fluorophenyl)ethyl)imidazo[1,2-a]pyridine-6-sulfonamide